FCCCCS(=O)(=O)O fluoro-n-butylsulfonic acid